O=C1NC(CCC1N1C(OC2=C1C=CC=C2CCCN2C[C@@H](OCC2)CNC([O-])=O)=O)=O [[(2S)-4-[3-[3-(2,6-dioxo-3-piperidyl)-2-oxo-1,3-benzoxazol-7-yl]propyl]morpholin-2-yl]methyl]carbamate